(2R,4S)-tert-butyl 4-(4-amino-3-iodo-1H-pyrazolo[4,3-c]pyridin-1-yl)-2-(methoxymethyl)pyrrolidine-1-carboxylate NC1=NC=CC2=C1C(=NN2[C@H]2C[C@@H](N(C2)C(=O)OC(C)(C)C)COC)I